C(CC(C)C)=O i-Pentanal